FC1(CCC(CC1)NC1=NC(=CC(=N1)N1N=C(C=C1C)C)OC)F N-(4,4-difluorocyclohexyl)-4-(3,5-dimethyl-1H-pyrazol-1-yl)-6-methoxypyrimidin-2-amine